Cl.O1C(NCC12CCNCC2)=O 1-oxa-3,8-diazaspiro[4.5]decan-2-one hydrochloride